ClC1=CC=CC2=C1CCN(S2(=O)=O)[C@@H]([C@H](C)C2=C(C(=CC=C2F)C)C)C=2OC(NN2)=O 5-chloro-2-[(1S,2R)-2-(6-fluoro-2,3-dimethylphenyl)-1-(5-oxo-4H-1,3,4-oxadiazol-2-yl)propyl]-3,4-dihydro-1λ6,2-benzothiazine-1,1-dione